C(C)(C)(C)N1C[C@H]([C@@H](C1)C1=CC=C(C=C1)OC)C 1-tert-Butyl-3-methyl-(-)-trans-4-(4-methoxyphenyl)pyrrolidine